FC1=CC2=C(N(C(=N2)OC)C(=O)NCC#CC(C)C)C=C1N1CCOCC1 5-fluoro-2-methoxy-N-(4-methylpent-2-yn-1-yl)-6-morpholino-1H-benzo[d]Imidazole-1-carboxamide